8-{4-[(3R)-3-{[(tert-butyldimethylsilyl)oxy]methyl}-1,4-oxazepan-4-yl]-2-methanesulfinyl-8-methyl-5-oxopyrano[4,3-d]pyrimidin-7-yl}-6-(methoxymethoxy)naphthalene-1-carbonitrile [Si](C)(C)(C(C)(C)C)OC[C@H]1COCCCN1C=1C2=C(N=C(N1)S(=O)C)C(=C(OC2=O)C=2C=C(C=C1C=CC=C(C21)C#N)OCOC)C